5,7-dichloro-[1,2,4]triazolo[1,5-c]pyrimidine ClC1=NC(=CC=2N1N=CN2)Cl